CN1C2=C(OCC1=O)C=C(C(=C2)C(=O)OC)[N+](=O)[O-] Methyl 4-methyl-7-nitro-3-oxo-3,4-dihydro-2H-benzo[b][1,4]oxazine-6-carboxylate